9,10-di(naphthalene-2-yl)anthracene 1-methylheptyl-isostearate CC(CCCCCC)OC(CCCCCCCCCCCCCCC(C)C)=O.C1=C(C=CC2=CC=CC=C12)C=1C2=CC=CC=C2C(=C2C=CC=CC12)C1=CC2=CC=CC=C2C=C1